C(=O)C1=CC(=C(C=C1)N1CCN(CC1)C(=O)[O-])C(F)(F)F 4-(4-formyl-2-(trifluoromethyl)phenyl)piperazine-1-carboxylate